tert-butyl (4-methylpiperidine-1-carboxylate) CC1CCN(CC1)C(=O)OC(C)(C)C